ClC=1C=C(C=CC1)C1CC(C1)C(=O)OC Methyl 3-(3-chlorophenyl)cyclobutane-1-carboxylate